COC=1C(=CC(=C(OC2=CC=3N(C=C2)N=CN3)C1)C)[N+](=O)[O-] 7-(5-methoxy-2-methyl-4-nitrophenoxy)-[1,2,4]triazolo[1,5-a]pyridine